2,6-diazaspiro[3.3]heptane-2-en-1-one C1(N=CC12CNC2)=O